2-amino-3-methyl-N-((3aS,4S,7aS)-octahydro-1-benzofuran-4-yl)-N-((5-(trifluoromethyl)-2-pyridinyl)methyl)-6-quinolinecarboxamide NC1=NC2=CC=C(C=C2C=C1C)C(=O)N(CC1=NC=C(C=C1)C(F)(F)F)[C@H]1CCC[C@H]2[C@H]1CCO2